C[N+](CC[C@](N)(CCCNC(N)=N)C(=O)O)(CC(COC(CCCCCCC\C=C/CCCCCCCC)=O)OC(CCCCCCC\C=C/CCCCCCCC)=O)C dimethyl-2,3-dioleoyloxypropyl-2-(2-arginino)ethylammonium